FC(C1=NN=C(O1)C1=CC(=C(CN(S(=O)(=O)C)C2=CC=CC=C2)C=C1)F)F N-(4-(5-(difluoromethyl)-1,3,4-oxadiazol-2-yl)-2-fluorobenzyl)-N-phenylmethanesulfonamide